OC[C@]1(OC2=C(C1)C=C(C(=C2)N2CCC(CC2)C(C)(C)O)NC(=O)C=2C=NN1C2N=CC(=C1)C)C N-[(2S)-2-(hydroxymethyl)-6-[4-(1-hydroxy-1-methyl-ethyl)-1-piperidyl]-2-methyl-3H-benzofuran-5-yl]-6-methyl-pyrazolo[1,5-a]pyrimidine-3-carboxamide